5-fluoro-5-methyl-2,3,4,5-tetrahydrobenzo[b]oxepine-7-carboxylic acid FC1(C2=C(OCCC1)C=CC(=C2)C(=O)O)C